NC(C[C@@H]1NC([C@@H](NC([C@@H](NC(OC(C1C(=O)O)C1=CC=CC=C1)=O)C)=O)CC(=O)OCC1=CC=CC=C1)=O)=O (5S,8S,11S)-11-(2-amino-2-oxoethyl)-8-[2-(benzyloxy)-2-oxoethyl]-5-methyl-3,6,9-trioxo-1-phenyl-2-oxa-4,7,10-triazacyclododecane-12-oic acid